ClC=1C=C(C(=NC1)CC(=O)NC1=NN=C(S1)CCC(CN1N=NC(=C1)C(=O)NC)F)F 1-(4-{5-[2-(5-chloro-3-fluoropyridin-2-yl)acetamido]-1,3,4-thiadiazol-2-yl}-2-fluorobutyl)-N-methyl-1H-1,2,3-triazole-4-carboxamide